2-(3,5-dichloro-4-((6-isopropoxypyridin-3-yl)oxy)phenyl)-3,5-dioxo-1,2,4-triazine-6-carbonitrile ClC=1C=C(C=C(C1OC=1C=NC(=CC1)OC(C)C)Cl)N1N=C(C(NC1=O)=O)C#N